C(C)(C)(C)N1N=NC(=C1)C(=O)NCC1=C(C=C(C=C1)C1=C(C=NC=C1)N1C[C@H](CCC1)NC)C (S)-1-(tert-butyl)-N-(2-methyl-4-(3-(3-(methylamino)piperidin-1-yl)pyridin-4-yl)benzyl)-1H-1,2,3-triazole-4-carboxamide